C(C)OC(C=1N=NN(C1)C1=CC=CC=C1)OCC 4-(diethoxymethyl)-1-phenyl-1H-1,2,3-triazole